CO[C@@H](CCOC1=C2C(=NC(=C1)C1=CNC3=CN=C(C=C31)NC(C)=O)C3(OCC2)COCC3)C N-(3-(4'-((R)-3-Methoxybutoxy)-4,5,5',6'-Tetrahydro-2H-Spiro[Furan-3,8'-Pyrano[3,4-b]Pyridin]-2'-yl)-1H-Pyrrolo[2,3-c]Pyridin-5-yl)Acetamide